(Z)-N-[1-[(6-chloro-3-pyridyl)methyl]-2-pyridylidene]-2,2,3,3,3-pentafluoro-propanamide ClC1=CC=C(C=N1)CN1\C(\C=CC=C1)=N/C(C(C(F)(F)F)(F)F)=O